OC(C)(C)C1OC=CC1 2-(1-hydroxy-1-methylethyl)-2,3-dihydrofuran